C[C@@H]1N(CC=C(C1)B1OC(C(O1)(C)C)(C)C)C(=O)OC(C)(C)C tert-butyl (S)-2-methyl-4-(4,4,5,5-tetramethyl-1,3,2-dioxaborolan-2-yl)-3,6-dihydropyridine-1(2H)-carboxylate